C(#N)[N+]=1N=C([C@H]2[C@H](O)[C@H](O)[C@@H](CO)O2)C2=NC(=NC(C12)=O)N 7-cyano-deaza-8-aza-guanosine